ClC1=C2C=CC(=NC2=NC=C1)OC 5-chloro-2-methoxy-1,8-naphthyridine